4-(methylthio)-2-keto-butyric acid CSCCC(C(=O)O)=O